(1,2,2,6,6-pentamethyl-piperidin-4-yl)methacrylic acid CN1C(CC(CC1(C)C)C=C(C(=O)O)C)(C)C